CC1(N(C(C2=C1SC(=C2)C2=NC(=NC=C2)N(C(OC(C)(C)C)=O)C2=CC=NN2C)=O)C(C)C=2SC=C(N2)C(F)(F)F)C tert-butyl (4-(6,6-dimethyl-4-oxo-5-(1-(4-(trifluoromethyl)thiazol-2-yl)ethyl)-5,6-dihydro-4H-thieno[2,3-c]pyrrol-2-yl)pyrimidin-2-yl)(1-methyl-1H-pyrazol-5-yl)carbamate